C(C)(C)C1=NN(C=C1N)C1CCN(CC1)C1CCOCC1 3-isopropyl-1-(1-(tetrahydro-2H-pyran-4-yl)piperidin-4-yl)-1H-pyrazol-4-amine